C(CCC)[SiH](O[SiH](CCCC)CCCC)CCCC 1,1,3,3-tetra-n-butyldisiloxane